N-((R)-1-(4-(cyclopropanesulphonylamino)pyridin-2-yl)-2-((S)-1-methylpiperidin-2-yl)ethyl)-5-(6-ethoxypyrazin-2-yl)thiazole-2-carboxamide C1(CC1)S(=O)(=O)NC1=CC(=NC=C1)[C@@H](C[C@H]1N(CCCC1)C)NC(=O)C=1SC(=CN1)C1=NC(=CN=C1)OCC